ClC1=CC=C2C(=CNC2=C1C1=NC(=CN=C1)C)S(=O)(=O)NC1=NC(=C(C(=N1)OC)OC(F)F)OC 6-chloro-N-[5-(difluoromethoxy)-4,6-dimethoxy-pyrimidin-2-yl]-7-(6-methylpyrazin-2-yl)-1H-indole-3-sulfonamide